CC1(OB(OC1(C)C)C1=CC=C(C=C1)N)C 4-(4,4,5,5-tetramethyl-1,3,2-dioxaborolan-2-yl)benzenamine